FC(C(=O)O)(F)F.COC=1C=C2CCN(CC2=CC1NC1=NC=C2C(=N1)N(N=C2)C[C@@H]2NCCC2)C (R)-6-methoxy-2-methyl-N-(1-(pyrrolidin-2-ylmethyl)-1H-pyrazolo[3,4-d]pyrimidin-6-yl)-1,2,3,4-tetrahydroisoquinolin-7-amine 2,2,2-trifluoroacetate